5-Methyl-Benzaldehyd CC=1C=CC=C(C=O)C1